1-[(2,3-dihydro-1,4-benzodioxin-6-yl)sulfonyl]-N-1H-indazol-5-yl-4-piperidinecarboxamide O1CCOC2=C1C=CC(=C2)S(=O)(=O)N2CCC(CC2)C(=O)NC=2C=C1C=NNC1=CC2